rac-(3R)-3-methyl-3-[1-methyl-7-(4-piperidylmethylamino)indazol-3-yl]piperidine-2,6-dione C[C@]1(C(NC(CC1)=O)=O)C1=NN(C2=C(C=CC=C12)NCC1CCNCC1)C |r|